4-[4-Cyano-6-(2,6-dimethyl-benzoylamino)-3-hydroxy-pyridin-2-yl]-4-oxo-butyric acid ethyl ester C(C)OC(CCC(=O)C1=NC(=CC(=C1O)C#N)NC(C1=C(C=CC=C1C)C)=O)=O